NC1=C2N=C(N(C2=NC(=N1)F)CCCS(=O)(=O)NC(C)C)CC=1C=C2C(CCC2=CC1I)F 3-(6-amino-2-fluoro-8-((3-fluoro-6-iodo-2,3-dihydro-1H-inden-5-yl)methyl)-9H-purin-9-yl)-N-isopropylpropane-1-sulfonamide